[Ni]=O.[Ga].[Sr].[La] lanthanum strontium gallium nickel oxide